dodeca-1,6,10-triene C=CCCCC=CCCC=CC